ClCCN(C(=O)NCCO)N=O 1-(2-Chloroethyl)-3-(2-Hydroxyethyl)-1-Nitrosourea